Cl.FC=1C=CC(=NC1C(F)(F)F)C(N)C1=CC=C(C=C1)OC(F)(F)F (5-fluoro-6-(trifluoro-methyl)pyridin-2-yl)(4-(trifluoromethoxy)phenyl)methanamine hydrochloride